(2-methoxyphenyl)-2-methyl-4H-thieno[3,2-b]pyrrole-5-carboxamide COC1=C(C=CC=C1)C1=C(SC2=C1NC(=C2)C(=O)N)C